COC=1C=C(C=CC1)NC1=NC=NC(=N1)N N2-(3-methoxyphenyl)-1,3,5-triazine-2,4-diamine